CN1CC2(C3=NC=CC=C31)CCCC2 methyl-1',2'-dihydrospiro[cyclopentane-1,3'-pyrrolo[3,2-b]pyridine]